C1(CC1)C1=CC(=NO1)C1=C(C=CC=C1Cl)Cl 5-cyclopropyl-3-(2,6-dichlorophenyl)isoxazole